tert-Butyl 3-oxo-4-(5-(4,4,5,5-tetramethyl-1,3,2-dioxaborolan-2-yl)pyridin-2-yl)piperazine-1-carboxylate O=C1CN(CCN1C1=NC=C(C=C1)B1OC(C(O1)(C)C)(C)C)C(=O)OC(C)(C)C